Methyl imidazo[1,2-b]pyridazine-6-carboxylate N=1C=CN2N=C(C=CC21)C(=O)OC